methyl (3,5-dibromo-4-cyanophenyl)acetate BrC=1C=C(C=C(C1C#N)Br)CC(=O)OC